1,2-diformyl-sn-glycero-3-phosphocholine C(=O)OC[C@@H](OC=O)COP(=O)([O-])OCC[N+](C)(C)C